NC1=NC=C(C2=C1C(=C(N2C)C2=C(C=C(C=C2)NC(C(=C)F)=O)C)C2=CC=C(C=C2)OC2=NC(=CC=C2)C)C#N N-(4-(4-amino-7-cyano-1-methyl-3-(4-((6-methylpyridin-2-yl)oxy)phenyl)-1H-pyrrolo[3,2-c]pyridin-2-yl)-3-methylphenyl)-2-fluoroacrylamide